C(C)(C)(C)C=1N=C(OC1)NC(=O)C1=CSC=2CN(CCC21)C(=O)C2=CN=C1N2C=CC=C1 N-(4-(tert-butyl)oxazol-2-yl)-6-(imidazo[1,2-a]pyridine-3-carbonyl)-4,5,6,7-tetrahydrothieno[2,3-c]pyridine-3-carboxamide